1-(benzyloxy)-4-(methylsulfonylmethyl)-2-nitrobenzene C(C1=CC=CC=C1)OC1=C(C=C(C=C1)CS(=O)(=O)C)[N+](=O)[O-]